FC(C1(CC1)N1C=C(C(=CC1=O)NC1CCN(CC1)C)C(=O)OC)F methyl 1-(1-(difluoromethyl) cyclopropyl)-4-((1-methylpiperidin-4-yl) amino)-6-oxo-1,6-dihydropyridine-3-carboxylate